N-[(1R)-1-benzyl-3-chloro-1-methyl-but-3-enyl]-8-fluoro-quinoline C(C1=CC=CC=C1)[C@@](CC(=C)Cl)(C)N1CC=CC2=CC=CC(=C12)F